5,6-dichloro-N-(4-chloro-1H-indol-6-yl)-1H-benzo[d]imidazol-2-amine ClC1=CC2=C(NC(=N2)NC2=CC(=C3C=CNC3=C2)Cl)C=C1Cl